ethylene 1,2-dichlorocarbonate C(OCCOC(=O)Cl)(=O)Cl